C(C)(C)(C)C=1C(=C(C=CC1)C=1NC(=C(N1)CC)C)O 2-(3-t-butyl-2-hydroxyphenyl)-4-ethyl-5-methylimidazole